2-methoxy-5-(2-morpholinopropan-2-yl)benzenesulfonamide COC1=C(C=C(C=C1)C(C)(C)N1CCOCC1)S(=O)(=O)N